4-Bromo-2-(2-methoxyethoxy)-6-methyl-pyridine BrC1=CC(=NC(=C1)C)OCCOC